CC1(CCC(CC1)C=1C=C(C(=O)N2CCN(CC2)C(=O)C2=CC(=CC(=C2)N2CCNCC2)F)C=CC1O[C@@H]1CNCC1)C (S)-(4-(3-(4,4-dimethylcyclohexyl)-4-(pyrrolidin-3-yloxy)benzoyl)piperazin-1-yl)(3-fluoro-5-(piperazin-1-yl)phenyl)methanone